OCCN(CCC(=O)O)CCO 3-[bis(2-hydroxyethyl)amino]propionic acid